7-chlorofuro[2,3-d]pyridazine ClC=1N=NC=C2C1OC=C2